2-((4-((4-(pyridin-3-yl)-1H-pyrazol-1-yl)methyl)benzyl)oxy)pyridine N1=CC(=CC=C1)C=1C=NN(C1)CC1=CC=C(COC2=NC=CC=C2)C=C1